(S)-3-amino-N-((3S,5S,8R,9S,10R,13R,14S,17R)-5,14-dihydroxy-10,13-dimethyl-17-(2-oxo-2H-pyran-5-yl)hexadecahydro-1H-cyclopenta[a]phenanthren-3-yl)pyrrolidine-1-carboxamide N[C@@H]1CN(CC1)C(=O)N[C@H]1CC[C@@]2([C@H]3CC[C@@]4([C@H](CC[C@@]4([C@@H]3CC[C@@]2(C1)O)O)C=1C=CC(OC1)=O)C)C